C(#N)[C@H]1N(CSC1)C(CNC(=O)C1=CC=NC2=CC=C(C=C12)N1CCSCC1)=O (R)-N-(2-(4-cyanothiazolidin-3-yl)-2-oxoethyl)-6-thiomorpholinoquinoline-4-carboxamide